2-hydroxy-3-(2-((2-(2-methoxyphenyl)pyrimidin-4-yl)methoxy)phenyl)-3-methylbutyronitrile OC(C#N)C(C)(C)C1=C(C=CC=C1)OCC1=NC(=NC=C1)C1=C(C=CC=C1)OC